C(C1=CC=CC=C1)NC(=O)[C@@H]1N(CCC1)C=1SC2=C(N=CN=C2C2CC2)N1 (R)-N-Benzyl-1-(7-cyclopropyl[1,3]thiazolo[4,5-d]pyrimidin-2-yl)pyrrolidin-2-carboxamid